N1C=CC2=CC(=CC=C12)OC1=C(C(=O)NS(=O)(=O)C2=CC(=C(C=C2)NC2CCN(CC2)C2CCOCC2)[N+](=O)[O-])C=CC=C1 2-(1H-indol-5-yloxy)-N-({3-nitro-4-[(1-tetrahydro-2H-pyran-4-ylpiperidin-4-yl)amino]phenyl}sulfonyl)benzamide